(3-cyano-5-methylphenyl)magnesium bromide C(#N)C=1C=C(C=C(C1)C)[Mg]Br